tert-butyl (4-methyl-5-(morpholinomethyl)thiazol-2-yl)carbamate CC=1N=C(SC1CN1CCOCC1)NC(OC(C)(C)C)=O